2-octyldecyl [(1r,3r)-3-aminocyclobutyl]acetate NC1CC(C1)CC(=O)OCC(CCCCCCCC)CCCCCCCC